C(C=C)OC1=C(C=O)C=CC(=C1OC(C)C)[N+](=O)[O-] 2-(allyloxy)-3-isopropoxy-4-nitrobenzaldehyde